FC=1C=C(C=CC1)C1=CC=2[C@@H]3[C@H]([C@H](NC2C=C1)CO)CCN3C(=O)OCC3=CC=CC=C3 benzyl (3aS,4S,9bS)-8-(3-fluorophenyl)-4-(hydroxymethyl)-2,3,3a,4,5,9b-hexahydro-1H-pyrrolo[3,2-c]quinoline-1-carboxylate